FC(C=1C(=C(C=CC1)[C@@H](C)NC=1C2=C(N=C(N1)N1CC(C1)N(C)C)N=C(C(=C2)C2(CC2)C#N)OC)F)F (R)-1-(4-((1-(3-(difluoromethyl)-2-fluorophenyl)ethyl)amino)-2-(3-(dimethylamino)azetidin-1-yl)-7-methoxypyrido[2,3-d]pyrimidin-6-yl)cyclopropane-1-carbonitrile